C(#N)C1=CC=C(C=C1)C(NC(C)=O)C1=C(C=C(C(=C1)Cl)Cl)O N-[(4-cyanophenyl)(4,5-dichloro-2-hydroxyphenyl)methyl]acetamide